FC=1C=2N(C=C(C1)NC(=O)C=1C=CC(=C3N=CC=NC13)N(C1CN(CC1)C(=O)OC(C)(C)C)C)C=C(N2)C tert-butyl 3-[[8-[(8-fluoro-2-methyl-imidazo[1,2-a]pyridin-6-yl)carbamoyl]quinoxalin-5-yl]-methyl-amino]pyrrolidine-1-carboxylate